8-fluoro-2-hydrazinyl-N-methyl-N-Phenylquinazolin-4-amine FC=1C=CC=C2C(=NC(=NC12)NN)N(C1=CC=CC=C1)C